2-bromophenethyl (4-nitrophenyl) carbonate C(OCCC1=C(C=CC=C1)Br)(OC1=CC=C(C=C1)[N+](=O)[O-])=O